azathiazolium chloride salt [Cl-].[NH+]=1SN=CC1